ethyl (2E)-3-[1-(2-methoxy-2-oxoethyl)-6-oxo-1,6-dihydropyridin-2-yl]propa-2-enoate COC(CN1C(=CC=CC1=O)/C=C/C(=O)OCC)=O